The molecule is a cholanic acid conjugate anion that is the conjugate base of 7-oxotaurolithocholic acid, obtained by deprotonation of the sulfonic acid group; major species at pH 7.3. It is a cholanic acid conjugate anion and an organosulfonate oxoanion. It is a conjugate base of a 7-oxotaurolithocholic acid. C[C@H](CCC(=O)NCCS(=O)(=O)[O-])[C@H]1CC[C@@H]2[C@@]1(CC[C@H]3[C@H]2C(=O)C[C@H]4[C@@]3(CC[C@H](C4)O)C)C